4-methyl-3-(1-(5-(2-(4-methylpiperazin-1-yl)ethoxy)pyridin-3-yl)pyrrolidin-3-yl)-N-(3-(trifluoromethyl)phenyl)benzamide CC1=C(C=C(C(=O)NC2=CC(=CC=C2)C(F)(F)F)C=C1)C1CN(CC1)C=1C=NC=C(C1)OCCN1CCN(CC1)C